N-[4-[(3-chloro-4-fluorophenyl)amino]-7-[3-methyl-3-(4-methyl-1-piperazinyl)-1-butyn-1-yl]-6-quinazolinyl]-2-propenamide ClC=1C=C(C=CC1F)NC1=NC=NC2=CC(=C(C=C12)NC(C=C)=O)C#CC(C)(N1CCN(CC1)C)C